N-((5-fluoro-6-(oxazol-4-ylmethoxy)-1H-indol-2-yl)methyl)-1-methylcyclopropane-1-carboxamide FC=1C=C2C=C(NC2=CC1OCC=1N=COC1)CNC(=O)C1(CC1)C